C(C)N1C(C2=C3C(C(=CC=C13)S(=O)(=O)NC1CCN(CC1)C)=CC=C2)=O 1-ethyl-N-(1-methylpiperidin-4-yl)-2-oxo-1,2-dihydrobenzo[cd]indole-6-sulfonamide